CS(=O)(=O)O.C(C)(C)(C)OC(=O)N monotert-butoxycarbonylamine monomethanesulfonate